3-methyl-3-N-octadecyl-urea CN(C(N)=O)CCCCCCCCCCCCCCCCCC